N-methyl-N-[1-[3-(1-methyl-6-oxo-pyridazin-3-yl)pyrazin-2-yl]ethyl]-3,5-bis(trifluoromethyl)benzamide CN(C(C1=CC(=CC(=C1)C(F)(F)F)C(F)(F)F)=O)C(C)C1=NC=CN=C1C1=NN(C(C=C1)=O)C